4-(2-fluoro-6-methoxy-4-methylphenyl)-2-(4-methyl-6-(piperazin-1-yl)pyridin-2-yl)-2,3-dihydro-1H-pyrrolo[3,4-c]pyridin-1-one FC1=C(C(=CC(=C1)C)OC)C1=NC=CC2=C1CN(C2=O)C2=NC(=CC(=C2)C)N2CCNCC2